8-(benzyloxy)-2-fluorobenzo[4,5]imidazo[1,2-a]pyridine C(C1=CC=CC=C1)OC1=CC2=C(N=C3N2C=C(C=C3)F)C=C1